(2R,6S)-N-[2-(1-benzylpiperidin-4-yl)ethyl]-4-(4-cyano-2-fluorophenyl)-2,6-dimethylpiperazine-1-carboxamide C(C1=CC=CC=C1)N1CCC(CC1)CCNC(=O)N1[C@@H](CN(C[C@@H]1C)C1=C(C=C(C=C1)C#N)F)C